S(C1=CC(=C(C=C1C)C(C(=O)[O-])CSCCCCCCCCCCCC)C(C)(C)C)C1=CC(=C(C=C1C)C(C(=O)[O-])CSCCCCCCCCCCCC)C(C)(C)C thiobis[2-(1,1-dimethylethyl)-5-methyl-4,1-phenylene]-bis[3-(dodecylthio) propionate]